(E)-phenyl-p-toluenesulfonamide C1(=CC=CC=C1)CC1=CC=C(C=C1)S(=O)(=O)N